tert-butyl 4-methyl-4-((2-((4-(4-morpholino-7-((2-(trimethylsilyl)ethoxy)methyl)-7H-pyrrolo[2,3-d]pyrimidin-6-yl)phenyl)carbamoyl)pyridin-4-yl)oxy)piperidine-1-carboxylate CC1(CCN(CC1)C(=O)OC(C)(C)C)OC1=CC(=NC=C1)C(NC1=CC=C(C=C1)C1=CC2=C(N=CN=C2N2CCOCC2)N1COCC[Si](C)(C)C)=O